FC(OC1=NC=C(C(=C1)CNC(=O)NC1CC(C1)C(F)(F)F)F)F 1-[[2-(difluoro-methoxy)-5-fluoropyridin-4-yl]methyl]-3-[(1r,3r)-3-(trifluoro-methyl)cyclobutyl]urea